F[C@@H](C1(COC1)C=1C=C(C=CC1)N1C(C2=CC(=CC(=C2C1)C(F)(F)F)CN1CC(C1)(C)CO)=O)C1=NN=CN1C (S)-2-(3-(3-(fluoro(4-methyl-4H-1,2,4-triazol-3-yl)methyl)oxetan-3-yl)phenyl)-6-((3-(hydroxymethyl)-3-methylazetidin-1-yl)methyl)-4-(trifluoromethyl)isoindolin-1-one